2-(2-methoxyethylsulfanyl)-4H,5H,6H-cyclopenta[b]thiophene-3,5-dicarboxylic acid 3,5-dimethyl ester COC(=O)C=1C2=C(SC1SCCOC)CC(C2)C(=O)OC